C(C)C1=CC=CC2=C(C3=C(C=CC=C3C(=C12)OC(=O)OCCCC)CC)OC(=O)OCCCC 1,5-diethyl-9,10-bis(n-butoxycarbonyloxy)anthracene